6-fluoro-N-methyl-5-(4-((2-(3,3,3-trifluoropropanamido)pyridin-4-yl)methyl)piperazin-1-yl)picolinamide FC1=C(C=CC(=N1)C(=O)NC)N1CCN(CC1)CC1=CC(=NC=C1)NC(CC(F)(F)F)=O